COC=1C=C2C=CC=NC2=C(C1)C#N 6-Methoxyquinoline-8-carbonitrile